C(C)NS(=O)(=O)C1=C(C=CC(=C1)C=1OC=CN1)C1=CN=C(S1)C1CCCCC1 4-[5-[2-(ethylsulfamoyl)-4-oxazol-2-yl-phenyl]Thiazol-2-yl]Cyclohexane